ClC=1C=C2C=CC(=NC2=CC1)O[C@@H]1CN(CC1)C1=C(N)C=CC=C1 (S)-2-(3-(6-chloroquinolin-2-yloxy)pyrrolidin-1-yl)aniline